ClC=1C=CC(=C(C1)C1=CC(=C(N=N1)C(F)(F)F)NC1=CC(=NC=C1)NC(CCN1CCN(CC1)CCC#N)=O)F N-(4-{[6-(5-Chloro-2-Fluorophenyl)-3-(Trifluoromethyl)Pyridazin-4-yl]Amino}Pyridin-2-yl)-3-[4-(2-Cyanoethyl)Piperazin-1-yl]Propanamid